(1S,3R,4R,6R)-3,7,7-trimethylbicyclo[4.1.0]heptane-3,4-diol C[C@]1(C[C@@H]2C([C@@H]2C[C@H]1O)(C)C)O